C(=C)C=1C=C2C=CC(=CC2=CC1)C(C(=O)N)C 2-(6-vinylnaphthalen-2-yl)propionamide